10-Bromo-8-chloro-9-fluoro-3,4-dihydropyrimido[1,2-b]indazole-1(2H)-carboxamide BrC=1C2=C3N(N=C2C=C(C1F)Cl)CCCN3C(=O)N